C1(=CC=CC=C1)CS(=O)(=O)OC1=C(O[C@@](C1=O)([2H])C1=CC(=C(C=C1)Cl)Cl)N (S)-2-amino-5-(3,4-dichlorophenyl)-4-oxo-4,5-dihydrofuran-3-yl-5-d phenylmethanesulfonate